(N-phenylpiperazinyl)amide C1(=CC=CC=C1)N1C(CNCC1)[NH-]